2,3,5,6-tetrafluorobenzotrifluoride FC1=C(C(=C(C=C1F)F)F)C(F)(F)F